tert-Butyl 6-(4-((tert-butoxycarbonyl)amino)-4-methylpiperidin-1-yl)-3-(2,3-dichlorophenyl)-5-methyl-1H-pyrazolo[3,4-b]pyrazine-1-carboxylate C(C)(C)(C)OC(=O)NC1(CCN(CC1)C1=C(N=C2C(=N1)N(N=C2C2=C(C(=CC=C2)Cl)Cl)C(=O)OC(C)(C)C)C)C